ClC=1C=C(OC2C(C(C2(C)C)NC(=O)C=2C=NC(=NC2)N2CCC(CC2)COC2=CC=C(C=C2)OC2=C(C=CC=C2)C=2C3=C(C(N(C2)C)=O)NC=C3)(C)C)C=CC1C#N N-[3-(3-chloro-4-cyano-phenoxy)-2,2,4,4-tetramethyl-cyclobutyl]-2-[4-[[4-[2-(6-methyl-7-oxo-1H-pyrrolo[2,3-c]pyridin-4-yl)phenoxy]phenoxy]methyl]-1-piperidyl]pyrimidine-5-carboxamide